C(C)(C)(C)OC(=O)N1C([C@@H](CCCC1)N(CC1=CC=CC=C1)CC1=CC=CC=C1)=C (R)-3-(dibenzylamino)-2-methyleneazepane-1-carboxylic acid tert-butyl ester